N1(CCCCC1)CCOC1=CC=C(C=C1)C=1C=NC=2N(C1)N=CC2C2=CC=NC=C2 6-[4-(2-piperidin-1-yl-ethoxy)phenyl]-3-pyridin-4-ylpyrazolo[1,5-A]pyrimidine